CC1=C(C(NC(=C1)C)=O)CNC(=O)C=1C(=C(N2C=C(C=C2C1)C=1C=NN(C1)C)N(C1CCOCC1)CC)C N-((4,6-dimethyl-2-oxo-1,2-dihydropyridin-3-yl)methyl)-5-(ethyl-(tetrahydro-2H-pyran-4-yl)amino)-6-methyl-2-(1-methyl-1H-pyrazol-4-yl)indolizine-7-carboxamide